NC1=NC(N(C=C1)[C@@H]1O[C@@H]([C@H]([C@@H]1C#N)O)CO)=O (2R,3S,4S,5R)-2-(4-amino-2-oxopyrimidin-1-yl)-4-hydroxy-5-(hydroxymethyl)oxolane-3-carbonitrile